N1(CCCCC1)C1CCN(CC1)C(=O)OC1=CC=NN1 pyrazol-5-yl [1,4'-bipiperidine]-1'-carboxylate